N1(CCC1)NC1=CC=CC=C1 (azetidin-1-yl)aniline